ClC=1C=C(C=CC1)C1(CC1)CC(=O)N 2-(1-(3-chlorophenyl)cyclopropyl)acetamide